BrCCCN(CCCCCCCC(=O)OC(CCCCCCCC)CCCCCCCC)CCCCCCCC(OC(CC)CCCCCCCC)=O heptadecan-9-yl 8-((3-bromopropyl)(8-oxo-8-(undecan-3-yloxy)octyl)amino)octanoate